3-((3,5-Bis((E)-3,4-dimethoxybenzylidene)-4-oxocyclohexyl)amino)-N,N-dimethyl-3-oxopropan-1-aminium trifluoroacetate FC(C(=O)[O-])(F)F.COC=1C=C(\C=C\2/CC(C\C(\C2=O)=C/C2=CC(=C(C=C2)OC)OC)NC(CC[NH+](C)C)=O)C=CC1OC